BrC(C1=CN=C2C=C(C(NC2=C1)=O)C1CC1)([2H])[2H] 7-(Bromomethyl-d2)-3-cyclopropyl-1,5-naphthyridin-2(1H)-one